C(C)(C)(C)C=1C=C2C=3C=CC(=CC3C(C2=C(C1)C1=CC=CC=C1)(C)C)NC1=CC=2C(C3=CC=CC=C3C2C=C1)(C)C 6-tert-butyl-N-(9,9-dimethyl-9H-fluoren-2-yl)-9,9-dimethyl-8-phenyl-9H-fluoren-2-amine